N1C[C@H](CC1)C(C(=O)O)C 2-[(3R)-pyrrolidin-3-yl]propanoic acid